tert-butyl 3-(3-fluoro-4-(7-((3-(4-fluoropiperidin-1-yl)propyl)carbamoyl)-6-methoxybenzo[d]imidazo[2,1-b]thiazol-2-yl)phenyl)piperidine-1-carboxylate FC=1C=C(C=CC1C=1N=C2SC3=C(N2C1)C=C(C(=C3)C(NCCCN3CCC(CC3)F)=O)OC)C3CN(CCC3)C(=O)OC(C)(C)C